[GeH3+]=O.[Fe+2] iron germaniumOne